C(C)C=1C=C(CC(NN1)=O)N1CCC(CC1)(C)OC 6-ethyl-4-(4-methoxy-4-methylpiperidin-1-yl)-2-oxo-1,2-dihydro-1,7-diazepine